O1[C@@H](CC1)CN1C(=NC2=C1C=C(C=C2)C(=O)OC(C)(C)C)CN2CC1=CC(=CC=C1CC2)OCC2=CC=NC1=CC=CC=C21 tert-butyl (S)-1-((oxetan-2-yl) methyl)-2-((7-((quinolin-4-yl) methoxy)-3,4-dihydroisoquinolin-2(1H)-yl) methyl)-1H-benzo[d]imidazole-6-carboxylate